neopentyl glycol hydroxypentanoate diacrylate C(C=C)(=O)O.C(C=C)(=O)O.OC(C(=O)O)CCC.OCC(C)(CO)C